FC1=C(C=C(C=C1)NC(=O)C=1N(C=C2C1OC[C@@H]1[C@H](NS2(=O)=O)CN(C1)C(=O)C1=NOC=N1)C)C cis-N-(4-fluoro-3-methylphenyl)-7-methyl-2-(1,2,4-oxadiazole-3-carbonyl)-2,3,3a,4,10,10a-hexahydro-1H,7H-dipyrrolo[3,4-b:3',4'-f][1,4,5]oxathiazocine-8-carboxamide 5,5-dioxide